(3-([1,1'-biphenyl]-4-carbonyl)-2-([1,1'-biphenyl]-4-yl)indolizin-1-yl)pyridin-2(1H)-one C1(=CC=C(C=C1)C(=O)C1=C(C(=C2C=CC=CN12)N1C(C=CC=C1)=O)C1=CC=C(C=C1)C1=CC=CC=C1)C1=CC=CC=C1